C(=O)(OC(C)(C)C)N1C(=CC2=CC=CC=C12)B(O)O N-boc-2-indolboronic acid